1-(3-hydroxyphenyl)-1H-1,2,3-triazole OC=1C=C(C=CC1)N1N=NC=C1